NC1=C2C(=NC(=N1)Cl)N(N=C2)CC=2C=CC(=C(C2)CC(=O)OC)OC methyl 2-(5-((4-amino-6-chloro-1H-pyrazolo[3,4-d]pyrimidin-1-yl)methyl)-2-methoxyphenyl)acetate